NC(C(=O)N1C[C@H](CCC1)C(=O)O)CC=1N=CNC1 (S)-1-(2-amino-3-(1H-imidazol-4-yl)propanoyl)piperidine-3-carboxylic acid